(6S,7S)-6-(4-((1-pentylazetidin-3-yl)oxy)phenyl)-7-isobutyl-8-methyl-6,7,8,9-tetrahydro-3H-pyrazolo[3,4-H]isoquinoline C(CCCC)N1CC(C1)OC1=CC=C(C=C1)[C@@H]1[C@@H](N(CC=2C3=C(C=CC12)NN=C3)C)CC(C)C